N-(4-(4-amino-1-isopropyl-7-oxo-6,7-dihydro-1H-pyrrolo[2,3-d]pyridazin-3-yl)benzyl)-5-fluoro-2-methoxybenzamide NC=1C2=C(C(NN1)=O)N(C=C2C2=CC=C(CNC(C1=C(C=CC(=C1)F)OC)=O)C=C2)C(C)C